O1CCC(CC1)COC=1C=C2CCCC(C2=CC1)CN [6-(Oxacyclohex-4-ylmethoxy)-1,2,3,4-tetrahydronaphthalen-1-yl]methylamine